3-{[(5Z,8Z,11Z)-3-fluorotetradec-5,8,11-trien-1-yl]sulfanyl}propanoic acid FC(CCSCCC(=O)O)C\C=C/C\C=C/C\C=C/CC